dioleyl 2-((2-(diethylamino)ethyl)thio)succinate C(C)N(CCSC(C(=O)OCCCCCCCC\C=C/CCCCCCCC)CC(=O)OCCCCCCCC\C=C/CCCCCCCC)CC